CC1(COC1)COCCCCCCCCCC 3-methyl-3-(decyloxymethyl)oxetane